7-(3-amino-6-(2-hydroxyphenyl)pyridazin-4-yl)-4,7-diazaspiro[2.5]octan NC=1N=NC(=CC1N1CCNC2(CC2)C1)C1=C(C=CC=C1)O